4-(2-hydroxyethoxy)-phenyl-(2-hydroxy-2-propyl) ketone OCCOC1=CC=C(C=C1)CC(C)(O)C(=O)C(C)(CC1=CC=C(C=C1)OCCO)O